(R)-2,2,2-trifluoro-1-(3-methyl-4-(trifluoromethyl)phenyl)ethan-1-amine hydrochloride Cl.FC([C@H](N)C1=CC(=C(C=C1)C(F)(F)F)C)(F)F